ClC=1C=CC(=C(C1)C1=CC(=C(N=N1)C)NC1=CC(=NC=C1)NC(=O)C[N+]1(CCOCC1)[O-])F 4-{[(4-{[6-(5-Chloro-2-Fluorophenyl)-3-Methylpyridazin-4-yl]Amino}Pyridin-2-yl)Carbamoyl]Methyl}Morpholin-4-ium-4-olat